3-(1-naphthyl)-1-phenyl-1-propanone C1(=CC=CC2=CC=CC=C12)CCC(=O)C1=CC=CC=C1